C1(CC1)CN1[C@H]2[C@@]34C[C@@H]([C@@]([C@H]5[C@@]3(C=3C(=C(C=CC3C2)O)O5)CC1)(CC4)OC)[C@@](C)(C(C)(C)C)O (2S)-2-[17-(cyclopropylmethyl)-4,5a-epoxy-3-hydroxy-6-methoxy-6a,14-ethano-14a-morphinan-7a-yl]-3,3-dimethylbutan-2-ol